3-[2-[4-(6-fluorobenzo[d]isoxazol-3-yl)-1-piperidinyl]ethyl]-7-hydroxy-4-methyl-1,5-diazabicyclo[4.4.0]dec-3,5-dien-2-one FC1=CC2=C(C(=NO2)C2CCN(CC2)CCC=2C(N3CCCC(C3=NC2C)O)=O)C=C1